2-methyl-4-phenyl-5-(4,4,5,5-tetramethyl-1,3,2-dioxaborolan-2-yl)-1,3-thiazole CC=1SC(=C(N1)C1=CC=CC=C1)B1OC(C(O1)(C)C)(C)C